2-[6-fluoro-8-[(1-methylindazol-5-yl)amino]-1-oxo-2-isoquinolyl]-N-(2,2,2-trifluoroethyl)acetamide FC=1C=C2C=CN(C(C2=C(C1)NC=1C=C2C=NN(C2=CC1)C)=O)CC(=O)NCC(F)(F)F